CO\N=C(\C(=O)NC)/C1=C(C(=CC=C1)Cl)CO\N=C(/COC)\C1=C(C=C(C=C1)F)F (2E)-2-methoxyimino-2-[2-[[(Z)-[2-methoxy-1-(2,4-difluorophenyl)ethylidene]amino]oxymethyl]-3-chloro-phenyl]-N-methyl-acetamide